C1(CC1)C=1C(=C2C=CNC2=C(C1)C)CN1[C@@H](CC2(CC(C2)(F)F)CC1)C1=CC=C(C=C1)C1(COC1)O (S)-3-(4-(7-((5-cyclopropyl-7-methyl-1H-indol-4-yl)methyl)-2,2-difluoro-7-azaspiro[3.5]nonan-6-yl)phenyl)oxetan-3-ol